OCCOC=1C=C2C=C(C(N(C2=CC1)C)=O)C(=O)NC1=NC=CC=C1 6-(2-Hydroxyethoxy)-1-methyl-2-oxo-N-(2-pyridyl)quinoline-3-carboxamide